NC=1C=CC(=NC1)C(C(C)(C)C1=CC(=CC=C1)Cl)=O 1-(5-Amino-2-pyridyl)-2-(3-chlorophenyl)-2-methyl-propan-1-one